OC(C)(C)C1CC1 2-(2-hydroxypropan-2-yl)cyclopropane